tert-butyl (1R,5S)-3-(2-fluoro-4-nitrophenyl)-3,8-diazabicyclo[3.2.1]octane-8-carboxylate FC1=C(C=CC(=C1)[N+](=O)[O-])N1C[C@H]2CC[C@@H](C1)N2C(=O)OC(C)(C)C